CS(=O)C=1N=CC2=C(N1)N1C(C(=C2)C2=CC=CC=C2)=NCC1 2-(methylsulfinyl)-6-phenyl-8,9-dihydroimidazo[1',2':1,6]pyrido[2,3-d]pyrimidine